N1(CCNCCCNCCNCCC1)CC1=CC=C(C(=O)O)C=C1 4-[(1,4,8,11-tetraazacyclotetradec-1-yl)-methyl]benzoic acid